2-butyl-4-chloro-1-(2-fluoroethyl)-1H-imidazole-5-carbaldehyde C(CCC)C=1N(C(=C(N1)Cl)C=O)CCF